methyl 4-((1-(tert-butoxycarbonyl)pyrrolidin-3-yl)methylamino)-6-chloropyridazine-3-carboxylate C(C)(C)(C)OC(=O)N1CC(CC1)CNC1=C(N=NC(=C1)Cl)C(=O)OC